(P)-3-Chloro-4-((3,5-difluoropyridin-2-yl)methoxy)-2'-(2-(2-hydroxy-propan-2-yl)pyrimidin-4-yl)-5',6-dimethyl-2H-[1,4'-bipyridin]-2-one ClC=1C(N(C(=CC1OCC1=NC=C(C=C1F)F)C)C1=CC(=NC=C1C)C1=NC(=NC=C1)C(C)(C)O)=O